1-(4-{[6-(5-chloro-2-fluorophenyl)-3-methylpyridazin-4-yl]amino}quinolin-7-yl) 3-oxetan-3-yl 4-[2-(1-methylpiperidin-4-yl)ethyl]piperazine-1,3-dicarboxylate CN1CCC(CC1)CCN1C(CN(CC1)C(=O)OC1=CC=C2C(=CC=NC2=C1)NC1=C(N=NC(=C1)C1=C(C=CC(=C1)Cl)F)C)C(=O)OC1COC1